BrC=1C=C2C(N(C=NC2=CC1)CCF)=O 6-bromo-3-(2-fluoroethyl)quinazolin-4(3H)-one